C(C)(C)(C)OC(=O)NCC(C(=O)O)CC1=CC=C(C=C1)OC 3-((tert-butoxycarbonyl)amino)-2-(4-methoxybenzyl)propionic acid